ClC1=C(C=C(C=C1)C1=NC(=C2C(=N1)N(N=C2)C2=CC=C(C=C2)F)NC(=O)C=2SC(=CC2)[N+](=O)[O-])F N-(6-(4-chloro-3-fluorophenyl)-1-(4-fluorophenyl)-1H-pyrazolo[3,4-d]pyrimidin-4-yl)-5-nitrothiophene-2-carboxamide